FC=1C=C(C=C(C1)F)[C@H]1C(C(NC1)=O)C(=O)OCC ethyl (4R)-4-(3,5-difluorophenyl)-2-oxopyrrolidine-3-carboxylate